ClC=1C=C(C=C(C1)Cl)CCN 2-(3,5-dichlorophenyl)ethan-1-amine